FC1=C(C=C(OCC(=O)O)C=C1)C 2-(4-fluoro-3-methylphenoxy)acetic acid